bromoselenide Br[Se]Br